N-((3-nitro-4-((1-(3-oxetanyl)piperidin-4-yl)methoxy)phenyl)sulfonyl)benzamide [N+](=O)([O-])C=1C=C(C=CC1OCC1CCN(CC1)C1COC1)S(=O)(=O)NC(C1=CC=CC=C1)=O